3-tert-butyl-6-(ethylsulfanyl)-1,3,5-triazine-2,4(1H,3H)-dione C(C)(C)(C)N1C(NC(=NC1=O)SCC)=O